C(#N)C=1C=CC2=C(N(C(=N2)NC(CC(C)(C)OC)=O)C2CCC2)C1 N-(6-cyano-1-cyclobutyl-1H-benzo[d]imidazol-2-yl)-3-methoxy-3-methylbutanamide